C(C)(C)C1=C(NC2=CC=C(C=C12)[C@@H]1CN(CCO1)C(=O)OC(C)(C)C)C=1C=C(C=2N(C1)N=CN2)C |r| racemic-tert-butyl 2-(3-isopropyl-2-(8-methyl-[1,2,4]triazolo[1,5-a]pyridin-6-yl)-1H-indol-5-yl)morpholine-4-carboxylate